tetracarboxyphosphorus C(=O)(O)[P](C(=O)O)(C(=O)O)C(=O)O